(2R,3R,11bR)-3-(tert-butoxy)-9-((2,2-difluorocyclopentyl)methoxy)-10-methoxy-1,3,4,6,7,11b-hexahydro-2H-pyrido[2,1-a]isoquinolin-2-ol C(C)(C)(C)O[C@H]1[C@@H](C[C@H]2N(CCC3=CC(=C(C=C23)OC)OCC2C(CCC2)(F)F)C1)O